BrC=1C=2N(C=CC1)C=C(N2)C=2O[C@@H](CN2)C2=CC=CC=C2 (R)-2-(8-bromoimidazo[1,2-a]pyridin-2-yl)-5-phenyl-4,5-dihydrooxazole